ClC1=CC=C(C=C1)[C@H]([C@H]1O[C@H]([C@@H]([C@@H]1O)O)N1C=C(C2=C1NC=NC2=NN)C)O (2R,3S,4R,5R)-2-((R)-(4-chlorophenyl)(hydroxy)methyl)-5-(4-hydrazineylidene-5-methyl-1,4-dihydro-7H-pyrrolo[2,3-d]pyrimidin-7-yl)tetrahydrofuran-3,4-diol